(1S)-N-(2-(bis(2-methoxyphenyl)phosphono)benzyl)-1-(6-methoxyquinolin-4-yl)-1-((2R,5R)-5-vinylquinolin-2-yl)methylamine COC1=C(C=CC=C1)OP(=O)(OC1=C(C=CC=C1)OC)C1=C(CN[C@H](C2=NC3=CC=CC(=C3C=C2)C=C)C2=CC=NC3=CC=C(C=C23)OC)C=CC=C1